tert-butyl 3-[3-(tert-butoxycarbonylamino)propoxy]-4-(4,4,5,5-tetramethyl-1,3,2-dioxaborolan-2-yl)pyrazole-1-carboxylate C(C)(C)(C)OC(=O)NCCCOC1=NN(C=C1B1OC(C(O1)(C)C)(C)C)C(=O)OC(C)(C)C